[Si](C)(C)(C(C)(C)C)OC1CCC2(CCN(CC2)C2=CC=CC=3N(C(N(C32)C)=O)C3C(NC(CC3)=O)=O)CC1 3-(4-(9-((Tert-butyldimethylsilyl)oxy)-3-azaspiro[5.5]undecan-3-yl)-3-methyl-2-oxo-2,3-dihydro-1H-benzo[d]imidazol-1-yl)piperidine-2,6-dione